[Cl-].[Mn+2].[Cl-] Manganese(II) chloride